FC(C1=CC=C(N=N1)OC1CN(C1)C=O)(F)F [3-[6-(trifluoromethyl)pyridazin-3-yl]oxyazetidin-1-yl]methanone